6-bromo-7-fluoro-3-iodo-1H-indazole BrC1=CC=C2C(=NNC2=C1F)I